(1S,2S)-2-(1H-benzo[d]imidazol-2-yl)-N-((R)-1-((4-cyanophenyl)amino)-1-oxopropan-2-yl)cyclopropane-1-carboxamide N1C(=NC2=C1C=CC=C2)[C@@H]2[C@H](C2)C(=O)N[C@@H](C(=O)NC2=CC=C(C=C2)C#N)C